3-(4-fluoro-5-(((1-(4-((3S,4R)-7-hydroxy-3-phenylchroman-4-yl)phenyl)piperidin-4-yl)(methyl)amino)methyl)-1-oxoisoindolin-2-yl)piperidine-2,6-dione FC1=C2CN(C(C2=CC=C1CN(C)C1CCN(CC1)C1=CC=C(C=C1)[C@H]1[C@H](COC2=CC(=CC=C12)O)C1=CC=CC=C1)=O)C1C(NC(CC1)=O)=O